[Na+].P(=O)([O-])([O-])OC[C@@H]1[C@H]([C@H]([C@@H](O1)N1C=NC=2C(=O)NC(N)=NC12)O)O.[Na+] Guanosine monophosphate sodium salt